bis(2,9-dimethyl-1,10-phenanthroline) copper (II) bis(trifluoromethylsulfonyl)imide [N-](S(=O)(=O)C(F)(F)F)S(=O)(=O)C(F)(F)F.[Cu+2].CC1=NC2=C3N=C(C=CC3=CC=C2C=C1)C.CC1=NC2=C3N=C(C=CC3=CC=C2C=C1)C.[N-](S(=O)(=O)C(F)(F)F)S(=O)(=O)C(F)(F)F